8,9-dihydro-7H-pyrido[1,2,3-gh]purin-5(4H)-one N1=CN=C2NC(N3C2=C1CCC3)=O